N-(2-(3-(piperazin-1-ylmethyl)imidazo[2,1-b]thiazol-6-yl)phenyl)quinoxaline-2-carboxamide hydrochloride Cl.N1(CCNCC1)CC=1N2C(SC1)=NC(=C2)C2=C(C=CC=C2)NC(=O)C2=NC1=CC=CC=C1N=C2